C(C1=CC=CC=C1)OC(=O)C1=C(C=CC2=CC=CC=C12)OC[C@@H](CC1=CC=CC=C1)NC(=O)[C@H]1CN(CCN1C([C@@H](N(C)C(=O)OC(C)(C)C)CC(C)C)=O)C(=O)OCC(Cl)(Cl)Cl 2,2,2-trichloroethyl (R)-3-(((R)-1-((1-((benzyloxy)carbonyl)naphthalen-2-yl)oxy)-3-phenylpropan-2-yl)carbamoyl)-4-(N-(tert-butoxycarbonyl)-N-methyl-L-leucyl)piperazine-1-carboxylate